2-(4,4-difluoropiperidin-1-yl)-N-hydroxy-6-methylpyrimidine-4-carboxamidine FC1(CCN(CC1)C1=NC(=CC(=N1)C(=N)NO)C)F